trans-[4-[(2,5-dimethylpyridin-4-yl)methyl]cyclohexyl]-[(3S)-3-(5-methylpyrazin-2-yl)-1,2-oxazolidin-2-yl]methanone CC1=NC=C(C(=C1)C[C@@H]1CC[C@H](CC1)C(=O)N1OCC[C@H]1C1=NC=C(N=C1)C)C